COC(=O)C1CN(CCC1)C(C(C)OC1=CC=C2C(=CC(OC2=C1)=O)C1=C(C=CC=C1)C)=O 1-[2-[4-(o-tolyl)-2-oxo-chromen-7-yl]oxypropionyl]piperidine-3-carboxylic acid methyl ester